C1(CCC1)N1C(=NC2=NC(=NC(=C12)OC)OC[C@]12CCCN2C[C@@H](C1)F)OC1=CC(=CC2=CC=C(C(=C12)C#C[Si](C(C)C)(C(C)C)C(C)C)F)OCOC 7-cyclobutyl-8-({7-fluoro-3-(methoxymethoxy)-8-[(triisopropylsilyl)ethynyl]-1-naphthyl}oxy)-2-{[(2R,7aS)-2-fluorotetrahydro-1H-pyrrolizin-7a(5H)-yl]methoxy}-6-methoxy-7H-purine